3,4,5,6-tetramethyl-1,4-cyclohexadiene-1,2-dicarboxylic acid dineopentyl ester C(C(C)(C)C)OC(=O)C1=C(C(C(=C(C1C)C)C)C)C(=O)OCC(C)(C)C